BrC=1C=C(C=CC1)C=1C=C(C=C(C1)C1=CC=CC=C1)C1=CC=CC=C1 5'-(3-bromophenyl)[1,1':3',1'']terphenyl